N-[1-[5-(3-cyano-6-ethoxy-pyrazolo[1,5-a]pyridin-4-yl)-2-pyridyl]-4-(2-piperazin-1-ylethoxymethyl)-4-piperidyl]-2,5-difluoro-benzamide C(#N)C=1C=NN2C1C(=CC(=C2)OCC)C=2C=CC(=NC2)N2CCC(CC2)(COCCN2CCNCC2)NC(C2=C(C=CC(=C2)F)F)=O